4-((1s,4s)-7-azabicyclo[2.2.1]Heptane-7-carbonyl)-5-(6-(((S)-1-cyclopropyl-2,2,2-trisFluoroethyl)amino)-4-(difluoromethyl)pyridin-3-yl)thiazole-2-carboxylic acid potassium salt [K+].C12CCC(CC1)N2C(=O)C=2N=C(SC2C=2C=NC(=CC2C(F)F)N[C@H](C(F)(F)F)C2CC2)C(=O)[O-]